FC1=C(OC2=NC(=C(C(=O)C3=CNC4=NC=C(C(=C43)N[C@H]4CO[C@@H](CC4)CO)C#N)C=C2)C)C=CC=C1 3-(6-(2-fluorophenoxy)-2-methylnicotinoyl)-4-(((3R,6S)-6-(hydroxymethyl)tetrahydro-2H-pyran-3-yl)amino)-1H-pyrrolo[2,3-b]pyridine-5-carbonitrile